(S)-3-Methoxy-5,6,7,8-tetrahydroquinolin-5-amine hydrochloride Cl.COC=1C=NC=2CCC[C@@H](C2C1)N